FC1=C(C=CC(=N1)C(=O)NC)N1CCN(CC1)CC=1C=C2NC(C(=NC2=CC1)C(F)(F)F)=O 6-fluoro-N-methyl-5-[4-[[3-oxo-2-(trifluoromethyl)-4H-quinoxalin-6-yl]methyl]piperazin-1-yl]pyridine-2-carboxamide